butyl N-[(1S)-1-[2-[5-(cyanomethylcarbamoyl)pyrazin-2-yl]-1,2,4-triazol-3-yl]ethyl]carbamate C(#N)CNC(=O)C=1N=CC(=NC1)N1N=CN=C1[C@H](C)NC(OCCCC)=O